acetate HCl salt Cl.C(C)(=O)O